[C@H]12CNC[C@@H]2C1COC1=CC(=C(C(=C1)F)C=1C(=NC=2N(C1N[C@H](C)C(C)C)N=CN2)C)F 6-(4-(((1R,5S,6r)-3-azabicyclo[3.1.0]hex-6-yl)methoxy)-2,6-difluorophenyl)-5-methyl-N-((R)-3-methylbutan-2-yl)-[1,2,4]triazolo[1,5-a]pyrimidin-7-amine